[O-]S(=O)(=O)C(F)(F)F.C(C1=CC=CC=C1)OC(=O)[C@H]1[N+]2(CCC2)C[C@@H](C1)F (5S,7R)-5-((Benzyloxy)carbonyl)-7-fluoro-4-azaspiro[3.4]octan-4-ium triflate salt